C(C)N1N=C(C(N(C1=O)C1=CC=C(C=C1)F)=O)C(=O)O 2-ethyl-4-(4-fluorophenyl)-3,5-dioxo-2,3,4,5-tetrahydro-1,2,4-triazine-6-carboxylic acid